FC=1C=C(C=CC1F)N1C(CCCC1=O)C1=NC2=C(N1C1=CC(=NS1)C(=O)O)C=CC(=C2)C=2C(=NOC2C)C 5-(2-(1-(3,4-difluorophenyl)-6-oxopiperidin-2-yl)-5-(3,5-dimethylisoxazol-4-yl)-1H-benzo[d]imidazol-1-yl)isothiazole-3-carboxylic acid